(2,2-difluorocyclobutyl)methanol FC1(C(CC1)CO)F